N-(tridecyl)glycine C(CCCCCCCCCCCC)NCC(=O)O